NN1CCN(CC1)C1=CC(=CC=2OCCOC21)C 5-(4-aminopiperazin-1-yl)-7-methyl-2,3-dihydro-1,4-benzodioxine